1,3-Propane-diamine C(CCN)N